5-((4-(2-ethyl-3-((4-(4-fluorophenyl)thiazol-2-yl)(methyl)amino)imidazo[1,2-a]pyridin-6-yl)piperidin-1-yl)methyl)oxazolidin-2-one C(C)C=1N=C2N(C=C(C=C2)C2CCN(CC2)CC2CNC(O2)=O)C1N(C)C=1SC=C(N1)C1=CC=C(C=C1)F